COCC(N1C(N[C@@H](C1)C(F)(F)F)=O)C1=CC(=NC=C1)NC([C@H](C1CCC(CC1)C)NC(=O)C=1N=CSC1C)=O N-((1S)-2-((4-(2-Methoxy-1-((S)-2-oxo-4-(trifluoromethyl)imidazolidin-1-yl)ethyl)pyridin-2-yl)amino)-1-((1r,4S)-4-methylcyclohexyl)-2-oxoethyl)-5-methylthiazole-4-carboxamide